FC=1C(=CC(=NC1N1CCOCC1)N[C@@H](CO)C)I (2R)-2-[[5-fluoro-4-iodo-6-(morpholin-4-yl)pyridin-2-yl]amino]propan-1-ol